N[C@@H](CCCCN)C(=O)O.C(CCCCCCCCCCC)(=O)N([C@@H](CCC(=O)O)C(=O)O)C(CCCCCCCCCCC)=O dilauroylglutamic acid lysine salt